FC1=C(C=C(C=C1)F)[C@@H]1N(C[C@H](C1)F)C=1N=C2C(=CC=NC2=CC1)NC(=S)NCC(CO)O 1-(6-((2R,4S)-2-(2,5-difluorophenyl)-4-fluoropyrrolidin-1-yl)-1,5-naphthyridin-4-yl)-3-(2,3-dihydroxypropyl)thiourea